7-[2-fluoro-4-[3-(6-oxa-3-azabicyclo[3.1.1]heptan-3-yl)propoxy]phenoxy]-1-methyl-indazole-5-carboxamide FC1=C(OC=2C=C(C=C3C=NN(C23)C)C(=O)N)C=CC(=C1)OCCCN1CC2OC(C1)C2